OC1=C2C(N3[C@@H](CCO[C@H]3CN2C=CC1=O)C)=O (4R,9aS)-5-Hydroxy-4-methyl-6,10-dioxo-3,4,6,9,9a,10-hexahydro-2H-1-oxa-4a,8a-diaza-anthracen